2-[(3R)-1-[2,6-difluoro-4-(4,4,5,5-tetramethyl-1,3,2-dioxaborolan-2-yl)phenyl]pyrrolidin-3-yl]acetic acid methyl ester COC(C[C@@H]1CN(CC1)C1=C(C=C(C=C1F)B1OC(C(O1)(C)C)(C)C)F)=O